4-(1,3-benzoxazol-2-yl)-N-{2-fluoro-6-[1-(propan-2-yl)-1,2,3,6-tetrahydropyridin-4-yl]Phenyl}-4-methylpiperidine-1-carboxamide O1C(=NC2=C1C=CC=C2)C2(CCN(CC2)C(=O)NC2=C(C=CC=C2C=2CCN(CC2)C(C)C)F)C